OC1=C(C=C(C=C1)O)S(=O)(=O)[O-].[Ca+2].OC1=C(C=C(C=C1)O)S(=O)(=O)[O-] calcium 2,5-dihydroxybenzenesulfonate